C(C1=CC=CC=C1)CO[Si](OC)(OC)CCCN benzyl-aminopropyl-trimethoxysilane